((4-((4,6-dimethylpyridin-2-yl)oxy)-2-fluorophenyl)(hydroxy)methyl)-2-(methoxymethyl)-2-methyl-1,2,4,7-tetrahydro-3H-pyrrolo[3',2':5,6]pyrido[3,4-b]pyrazin-3-one CC1=CC(=NC(=C1)C)OC1=CC(=C(C=C1)C(O)N1C2=C(NC(C1(C)COC)=O)C=NC1=C2C=CN1)F